N6-(2-azidoethyl)-N6,3',5'-triacetyl-2'-deoxyadenosine N(=[N+]=[N-])CCN(C=1C=2N=CN([C@H]3C[C@](O)([C@@H](C(O)C(C)=O)O3)C(C)=O)C2N=CN1)C(C)=O